CN(CCN(C(C1=CC=CC=C1)=O)C1=NC=C(N=C1)C1=NC=CC=C1)C N-(2-(dimethylamino)ethyl)-N-(5-(pyridin-2-yl)pyrazin-2-yl)benzamide